4-(N,N-dimethyl)amino-2-(R,S)-fluorobutyrate hydrochloride Cl.CN(C)CC[C@H](C(=O)O)F |r|